C(#N)C1=C(N=C(S1)N(C1=C(N=C2N1C=C(C=C2)C=2C=NC(=NC2)CC(=O)N2CCN(CC2)C(=O)OC(C)(C)C)CC)C)C2=CC=C(C=C2)F tert-butyl 4-(2-(5-(3-((5-cyano-4-(4-fluorophenyl)thiazol-2-yl)(methyl)amino)-2-ethylimidazo[1,2-a]pyridin-6-yl)pyrimidin-2-yl)acetyl)piperazine-1-carboxylate